Methyl (2S)-2-[[(2S,4R)-1-(4-methoxy-1H-indole-2-carbonyl)-4-(trifluoromethyl)pyrrolidine-2-carbonyl]amino]-3-[(3S)-2-oxopyrrolidin-3-yl]propanoate COC1=C2C=C(NC2=CC=C1)C(=O)N1[C@@H](C[C@H](C1)C(F)(F)F)C(=O)N[C@H](C(=O)OC)C[C@H]1C(NCC1)=O